2-(2-(Difluoromethyl)phenyl)-6-(4-ethyl-3-(hydroxymethyl)-5-oxo-4,5-dihydro-1H-1,2,4-triazol-1-yl)-7-fluoro-4-isopropylisoquinolin-1(2H)-one FC(C1=C(C=CC=C1)N1C(C2=CC(=C(C=C2C(=C1)C(C)C)N1N=C(N(C1=O)CC)CO)F)=O)F